CC1=C(OCCCC(CC(=C(F)F)C2=CC=C(C=C2)C2=CC=CC=C2)(C)C)C=C(C=C1)C 4-(7-(2,5-dimethylphenoxy)-1,1-difluoro-4,4-dimethylhept-1-en-2-yl)-1,1'-biphenyl